CC1=C(C=C(C=C1)NC(=O)N(C1CCCCC1)C1CCCCC1)NC(=O)N(C1CCCCC1)C1CCCCC1 1,1'-(4-methyl-1,3-phenylene)bis(3,3-dicyclohexylurea)